C(C)(=O)C1=C(C(=CC=C1)C)NC(C1=NC=CC=C1)=O N-(2-acetyl-6-methylphenyl)picolinamide